methyl-(5-((2-bromophenyl)oxy)-4-oxo-4H-chromene-2-carbonylamino)-L-leucine CN([C@@H](CC(C)C)C(=O)O)NC(=O)C=1OC2=CC=CC(=C2C(C1)=O)OC1=C(C=CC=C1)Br